N1N=NC(=C1)C1CN(C1)C1=NOC(C1)C=1C=NC(=NC1)NC1CC2=CC(=C(C=C2C1)F)F 5-(3-(3-(1H-1,2,3-triazol-4-yl)azetidin-1-yl)-4,5-dihydroisoxazol-5-yl)-N-(5,6-difluoro-2,3-dihydro-1H-inden-2-yl)pyrimidin-2-amine